N[C@@H]1C2=C(OC13CCN(CC3)C=3N=CC(=NC3CO)C#CCOC3=CC=C(C(=O)N)C=C3)C=CC=C2 (R)-4-((3-(5-(3-amino-3H-spiro[benzofuran-2,4'-piperidin]-1'-yl)-6-(hydroxymethyl)pyrazine-2-yl)prop-2-yn-1-yl)oxy)benzamide